trimethyl-(2-methylsulfanylethyl)silane (E)-ethyl-4-bromobut-2-enoate C(C)OC(\C=C\CBr)=O.C[Si](CCSC)(C)C